C(C1=CC=CC=C1)OC(=O)N[C@H](C(=O)NNC(OC(C)(C)C)=O)CC1CCCC1 tert-Butyl N-[[(2S)-2-(benzyloxycarbonylamino)-3-cyclopentyl-propanoyl]amino]carbamate